1-(6-(3-((tert-butyldimethylsilyl)oxy)phenyl)pyridin-2-yl)-3-(2,5-dimethylphenyl)urea [Si](C)(C)(C(C)(C)C)OC=1C=C(C=CC1)C1=CC=CC(=N1)NC(=O)NC1=C(C=CC(=C1)C)C